CC(C)[C@@H](C)C=C[C@@H](C)[C@H]1CC[C@H]2[C@@H]3CCC4CC(CC([C@]4(C)[C@H]3CC[C@]12C)O)O ergosta-22-ene-1,3-diol